C1(CC1)N1N=C(C=C1)COC1=CC=CC(=N1)C1=CC(=C(CC2=NC3=C(N2C[C@H]2OCC2)C=C(C=C3)C(=O)O)C=C1F)F (S)-2-(4-(6-((1-cyclopropyl-1H-pyrazol-3-yl)methoxy)pyridin-2-yl)-2,5-difluorobenzyl)-1-(oxetan-2-ylmethyl)-1H-benzo[d]imidazole-6-carboxylic acid